C(C)N[C@@H](CCCNC(N)=N)C(=O)O ethylarginine